S1C=CC=2C1=CCCC2 5,6-dihydrobenzo[d]thiophene